NC1=NC(=CC(=N1)C1=CC(N(C=C1)CC1=CC=CC=C1)=O)C=1OC(=CC1)C 4-(2-amino-6-(5-methylfuran-2-yl)pyrimidin-4-yl)-1-benzylpyridin-2(1H)-one